OC1(CCN(CC1)C(=O)C1=CC=C(C=C1)C=1C=CC=2N(C1)C(=CN2)C2=CC=C(C#N)C=C2)C 4-(6-(4-(4-hydroxy-4-methylpiperidine-1-carbonyl)phenyl)imidazo[1,2-a]pyridin-3-yl)benzonitrile